CN1C(C(CCC1=O)N1C(C2=CC=C(C=C2C1=O)N1CCN(CC1)C(=O)OC(C)(C)C)=O)=O tert-butyl 4-[2-(1-methyl-2,6-dioxo-3-piperidyl)-1,3-dioxo-isoindolin-5-yl]piperazine-1-carboxylate